3-amino-4-methyl-N-(2-(piperidin-1-yl)ethyl)benzamide NC=1C=C(C(=O)NCCN2CCCCC2)C=CC1C